C(C)N1N=C2C(=C(C=C(C2=C1)N1CCN(CC1)C(=O)OC(C)(C)C)F)C(NC=1C=C(C=2N(C1)C=C(N2)C)F)=O tert-butyl 4-[2-ethyl-6-fluoro-7-({8-fluoro-2-methylimidazo[1,2-a]pyridin-6-yl}carbamoyl)indazol-4-yl]piperazine-1-carboxylate